2-(4-chloro-3-fluorophenoxy)-N-{4-[3-(4-chloro-3-fluorophenyl)-1,2,4-oxadiazol-5-yl]-2-oxobicyclo[2.2.2]oct-1-yl}acetamide ClC1=C(C=C(OCC(=O)NC23C(CC(CC2)(CC3)C3=NC(=NO3)C3=CC(=C(C=C3)Cl)F)=O)C=C1)F